FC=1C=C(C=CC1N1CCCCC1)NC(=O)C=1N=C(OC1C)N(C)C(C)C N-(3-fluoro-4-(piperidin-1-yl)phenyl)-2-(isopropyl(methyl)amino)-5-methyloxazole-4-carboxamide